ClC1=C(C(=CC=C1F)Cl)C(C)C1=NNC2=NC=C(C=C21)C2=C(C=CC=C2)C(C(=O)O)C 2-(2-(3-(1-(2,6-dichloro-3-fluorophenyl)ethyl)-1H-pyrazolo[3,4-b]pyridin-5-yl)phenyl)propanoic acid